N1=NNC=2N=C(N=CC21)C=2C=C(C(=O)NC1=CC=C(C=C1)COCC1=CC=CC=C1)C=CC2 3-(3H-[1,2,3]triazolo[4,5-d]pyrimidin-5-yl)-N-(4-((benzyloxy)methyl)phenyl)benzamide